C(C=C)(=O)OC1C=CC2=CC=CC3=CC=CC1=C23 phenalenyl acrylate